Triethoxyisobutoxyhafnium C(C)O[Hf](OCC(C)C)(OCC)OCC